C(C)(C)(C)OC(=O)N1C(=CC=2C1=NC(=CC2)Cl)C2=C(C=CC=C2)S(=O)(=O)C 6-chloro-2-(2-(methylsulfonyl)phenyl)-1H-pyrrolo[2,3-b]pyridine-1-carboxylic acid tert-butyl ester